2-deoxy-2-bromo-D-glucose Br[C@@H](C=O)[C@@H](O)[C@H](O)[C@H](O)CO